FC(C(=O)O)(F)F.ClC1=C(C=CC=C1[C@]1(NC(N(C(C1)=O)[C@H]1C[C@H](OCC1)C)=N)C)NC(=O)C=1C=2N(C=CC1)N=NN2 |o1:21,23| N-(2-Chloro-3-{(4S)-2-imino-4-methyl-1-[(2R*,4R*)-2-methyl-tetrahydropyran-4-yl]-6-oxo-hexahydropyrimidin-4-yl}phenyl)-tetrazolo[1,5-a]pyridine-8-carboxamide trifluoroacetic acid salt